(S)-5-(2-((4-chloro-2-fluorophenyl)amino)-2-oxoacetyl)-N-((S)-3-oxo-1-((S)-2-oxopyrrolidin-3-yl)-4-(trifluoromethoxy)butan-2-yl)-5-azaspiro[2.4]-heptane-6-carboxamide ClC1=CC(=C(C=C1)NC(C(=O)N1CC2(CC2)C[C@H]1C(=O)N[C@@H](C[C@H]1C(NCC1)=O)C(COC(F)(F)F)=O)=O)F